FC(C1=CC=C(C=C1)CCC(=O)O)(F)F 4-trifluoromethylbenzenepropionic acid